3-(5-(((1S,2S)-2-(3-(3,3-difluorocyclohexyl)azetidin-1-yl)cyclohexyl)oxy)-1-oxoisoindolin-2-yl)piperidine-2,6-dione FC1(CC(CCC1)C1CN(C1)[C@@H]1[C@H](CCCC1)OC=1C=C2CN(C(C2=CC1)=O)C1C(NC(CC1)=O)=O)F